CC1=CC=2N(C=C1NC=1N=CC=3N4C(N(C3N1)C1CCSCC1)=NC=C4)N=CN2 N-(7-methyl-[1,2,4]triazolo[1,5-a]pyridin-6-yl)-9-(tetrahydro-2H-thiopyran-4-yl)-9H-imidazo[2,1-f]purin-2-amine